ClC=1C=C(C=CC1Cl)C=1N(C(=CC(C1C(=O)OCC)=O)CN1N=C(C=C1OC(F)F)C(F)(F)F)CC ethyl 2-(3,4-dichlorophenyl)-6-[[5-(difluoromethoxy)-3-(trifluoromethyl) pyrazol-1-yl] methyl]-1-ethyl-4-oxo-pyridine-3-carboxylate